diisopropyl-3-methylbenzamide C(C)(C)C1=C(C(=C(C(=O)N)C=C1)C(C)C)C